4-[4-(2-Propylphenoxymethyl)Pyridin-2-yl]-2-Methyl-Benzamide C(CC)C1=C(OCC2=CC(=NC=C2)C2=CC(=C(C(=O)N)C=C2)C)C=CC=C1